tert-Butyl 4-deuterio-4-(p-tolylsulfonyloxy)piperidine-1-carboxylate [2H]C1(CCN(CC1)C(=O)OC(C)(C)C)OS(=O)(=O)C1=CC=C(C=C1)C